C1(=CC=C(C=C1)NC1=CC=C(C=C1)C=1C(=CC=C(C1)C1=CC2=CC=CC=C2C=C1)C1=CC=CC=C1)C1=CC=CC=C1 biphenyl-4-yl-(5'-naphthalene-2-yl-[1,1':2',1'']terphenyl-4-yl)amine